Ethyl 2-(4-((2,5-dioxo-3-(4-(trifluoromethyl) phenyl) imidazolin-1-yl) methyl)-2-(trifluoromethoxy) phenoxy)-2-methylpropionate O=C1N(C(CN1C1=CC=C(C=C1)C(F)(F)F)=O)CC1=CC(=C(OC(C(=O)OCC)(C)C)C=C1)OC(F)(F)F